O=C1NC(CCC1N1C(C2=CC=C(C=C2C1=O)OCCOCCOCCOCCC1CN(CCO1)C1=NC=NC(=C1)C1=NNC2=CC=C(C=C12)OC1(CC1)C)=O)=O 2-(2,6-dioxopiperidin-3-yl)-5-(2-(2-(2-(2-(4-(6-(5-(1-methylcyclopropoxy)-1H-indazol-3-yl)pyrimidin-4-yl)morpholin-2-yl)ethoxy)ethoxy)ethoxy)ethoxy)isoindoline-1,3-dione